bis-(t-butylperoxy)-diisopropylbenzene C(C)(C)(C)OOC1=C(C(=C(C=C1)C(C)C)C(C)C)OOC(C)(C)C